The molecule is a monocarboxylic acid anion that is the conjugate base of 5-oxo-4,5-dihydro-2-furylacetic acid. It has a role as a bacterial metabolite. It is a conjugate base of a 5-oxo-4,5-dihydro-2-furylacetic acid. C1C=C(OC1=O)CC(=O)[O-]